6-(10-(4,4,5,5-tetramethyl-1,3,2-dioxaborolan-2-yl)anthracen-9-yl)-2,4'-bipyridine CC1(OB(OC1(C)C)C1=C2C=CC=CC2=C(C2=CC=CC=C12)C1=CC=CC(=N1)C1=CC=NC=C1)C